(S)-2-(2-(hydroxymethyl)pyrrolidin-1-yl)-4-((1-(3,4,5-trimethoxyphenyl)-1H-imidazol-4-yl)amino)-5,6-dihydropyrido[3,4-d]pyrimidine-7(8H)-carboxylic acid tert-butyl ester C(C)(C)(C)OC(=O)N1CC=2N=C(N=C(C2CC1)NC=1N=CN(C1)C1=CC(=C(C(=C1)OC)OC)OC)N1[C@@H](CCC1)CO